3-difluoromethyl-5-fluoro-4-phenyl-1-(4-isopropylphenyl)-1H-pyrazole FC(C1=NN(C(=C1C1=CC=CC=C1)F)C1=CC=C(C=C1)C(C)C)F